NC1=CC(=CN=N1)C1=CC(=C2C=NNC2=C1)NCCOCCCCNCC=1C=C(OCCO)C=C(C1)OC(F)(F)F 2-(3-(((4-(2-((6-(6-aminopyridazin-4-yl)-1H-indazol-4-yl)amino)ethoxy)butyl)amino)methyl)-5-(trifluoromethoxy)phenoxy)ethanol